2-chloro-5-(N-(4-chlorophenyl)sulfamoyl)-N-(3-nitrophenyl)benzamide ClC1=C(C(=O)NC2=CC(=CC=C2)[N+](=O)[O-])C=C(C=C1)S(NC1=CC=C(C=C1)Cl)(=O)=O